CC1=C(C=C(C=2N1C=CN2)C#N)CC2=CC=C(C=C2)C=2C=NN(C2)C 5-methyl-6-[4-(1-methyl-1H-pyrazol-4-yl)-benzyl]-imidazo[1,2-a]pyridine-8-carbonitrile